C1(CC1)N1N=C(C(=C1)OC1=CC=NC2=CC(=CC=C12)C1=C(C=CC=C1)S(=O)(=O)N)C1CCOCC1 (4-((1-cyclopropyl-3-(tetrahydro-2H-pyran-4-yl)-1H-pyrazol-4-yl)oxy)quinolin-7-yl)benzenesulfonamide